1-(3-ethoxy-4-hydroxyphenyl)-N-(1-(naphthalen-2-yl)ethyl)methanimine oxide C(C)OC=1C=C(C=CC1O)C=[N+](C(C)C1=CC2=CC=CC=C2C=C1)[O-]